O=C1NC(CCC1NC(=O)C1=CC=C(C=C1)N1CCN(CC1)CC1CCN(CC1)C(=O)OC(C)(C)C)=O tert-butyl 4-((4-(4-((2,6-dioxopiperidin-3-yl)carbamoyl)phenyl)piperazin-1-yl)methyl)piperidine-1-carboxylate